2-iodo-3-methyl-4-nitro-1-(phenylsulfonyl)-1H-indole IC=1N(C2=CC=CC(=C2C1C)[N+](=O)[O-])S(=O)(=O)C1=CC=CC=C1